3-(3-Fluoro-4-methoxyphenyl)-1-(2-hydroxy-4-methoxyphenyl)prop-2-en-1-one FC=1C=C(C=CC1OC)C=CC(=O)C1=C(C=C(C=C1)OC)O